ethyl (S,Z)-2-fluoro-4-((tetrahydrofuran-3-yl)amino)but-2-enoate F\C(\C(=O)OCC)=C/CN[C@@H]1COCC1